F[C@H]1[C@@]2(CC[C@H](C[C@H]1C(=C)C=1N=CC(=NC1)C1=C(C=C(C=C1)N1C=NC=C1)O)N2)C 2-(5-(1-((1s,2r,3s,5r)-2-fluoro-1-methyl-8-azabicyclo[3.2.1]oct-3-yl)vinyl)pyrazin-2-yl)-5-(1H-imidazol-1-yl)phenol